(S)-4-(6-bromo-7-iodo-1-(4-isopropyl-2-methylpyridin-3-yl)-2-oxo-1,2-Dihydroquinazolin-4-yl)-3-methylpiperazine-1-carboxylate BrC=1C=C2C(=NC(N(C2=CC1I)C=1C(=NC=CC1C(C)C)C)=O)N1[C@H](CN(CC1)C(=O)[O-])C